(R)-2-(2-(3-(azetidin-3-yl)piperidin-1-yl)ethyl)isoindoline-1,3-dione N1CC(C1)[C@@H]1CN(CCC1)CCN1C(C2=CC=CC=C2C1=O)=O